NC1=C(C(=NN1CC)C=1C=NC(=CC1)CC(NC1=NOC(=C1)C(C(F)(F)F)(C)C)=O)C(=O)N 5-Amino-1-ethyl-3-[6-[2-oxo-2-[[5-(2,2,2-trifluoro-1,1-dimethyl-ethyl)isoxazol-3-yl]amino]ethyl]-3-pyridyl]pyrazole-4-carboxamide